[Cl-].C(CCCCCCCCCCCCCCCCC)(=O)CC[N+](C)(C)CCC(CCCCCCCCCCCCCCCCC)=O N,N-di-(β-stearoylethyl)-N,N-dimethyl-ammonium chloride